C(C)(C)OC1=C(N=CC=2N1N=C(N2)N[C@@H]2[C@@H](CN(CC2)CCN2CC1(CN(C1)C=1C=C3C(NC(C3=CC1)=O)=O)C2)C)C=2C=NNC2 5-(6-(2-((3R,4S)-4-((5-isopropoxy-6-(1H-pyrazol-4-yl)-[1,2,4]triazolo[1,5-a]pyrazin-2-yl)amino)-3-methylpiperidin-1-yl)ethyl)-2,6-diazaspiro[3.3]heptan-2-yl)isoindoline-1,3-dione